3-((4-(4-(4-Chloro-3-(trifluoromethoxy)phenyl)piperidin-1-yl)-5-fluoro-2-methoxyphenyl)amino)piperidine-2,6-dione ClC1=C(C=C(C=C1)C1CCN(CC1)C1=CC(=C(C=C1F)NC1C(NC(CC1)=O)=O)OC)OC(F)(F)F